2-(1-benzhydryl-piperidin-4-yl)-5-nitroisoindoline C(C1=CC=CC=C1)(C1=CC=CC=C1)N1CCC(CC1)N1CC2=CC=C(C=C2C1)[N+](=O)[O-]